CN(C)CC(C(F)(F)F)OC1=NC=CC(=C1)CNC(=O)NC1CC2(C1)CCC2 1-[2-(1-Dimethylaminomethyl-2,2,2-trifluoro-ethoxy)-pyridin-4-ylmethyl]-3-spiro[3.3]hept-2-yl-urea